(4'-methyl-[2,3'-bipyridine]-2'-yl)((1S,4R,6R)-6-((5-(trifluoromethyl)pyridin-2-yl)oxy)-2-azabicyclo[2.2.1]hept-2-yl)methanone CC1=C(C(=NC=C1)C(=O)N1[C@@H]2[C@@H](C[C@H](C1)C2)OC2=NC=C(C=C2)C(F)(F)F)C2=NC=CC=C2